C(#N)C1=NC(=NC(=C1C1=C(C(=CC=C1)Cl)Cl)C)C1C2=CC=CC=C2C(C12CCNCC2)=N[S@](=O)C(C)(C)C (R)-N-[1-[4-cyano-5-(2,3-dichlorophenyl)-6-methylpyrimidin-2-yl]-1H-spiro[indene-2,4-piperidine]-3-ylidene]-2-methylpropan-2-sulfinamide